[N+](=O)([O-])C1=CC=C(COC(=O)NCC2(CCC(CC2)=O)NC(OCC2=CC=C(C=C2)[N+](=O)[O-])=O)C=C1 4-nitrobenzyl (1-(((((4-nitrobenzyl)oxy)carbonyl)amino)methyl)-4-oxocyclohexyl)carbamate